CC1(CC[C@H](N1)/C=C/C(=O)N1CC2=C([C@@H](C1)C1=C(C=CC=C1)C=1C(=NN(C1)CC)C(F)(F)F)C=C(S2)C#N)C (S)-6-((E)-3-((S)-5,5-Dimethylpyrrolidin-2-yl)acryloyl)-4-(2-(1-ethyl-3-(trifluoromethyl)-1H-pyrazol-4-yl)phenyl)-4,5,6,7-tetrahydrothieno[2,3-c]pyridine-2-carbonitrile